CC1=CC(=NC=C1)NC1=NC=C(C=N1)C(=O)O 2-[(4-methylpyridin-2-yl)amino]pyrimidine-5-carboxylic acid